CC=1C(=NC=CN1)C1=NN2C(NC(=CC2=O)C2=CC=C(C=C2)OC(C(F)(F)F)C2=CC=CC=C2)=C1C(=O)OCC ethyl 2-(3-methylpyrazin-2-yl)-7-oxo-5-(4-(2,2,2-trifluoro-1-phenylethoxy) phenyl)-4,7-dihydropyrazolo[1,5-a]pyrimidine-3-carboxylate